FC=1C=2N(C=C(C1)NC(=O)C1=NC=C(N=C1)N1CC(C1)C1(CC1)NC)C=C(N2)C N-(8-fluoro-2-methylimidazo[1,2-a]pyridin-6-yl)-5-(3-(1-(methylamino)cyclopropyl)azetidin-1-yl)pyrazine-2-carboxamide